NC[C@]1([C@@H]([C@@H](N[C@H]1CC(C)(C)C)C(=O)NC1=C(C=C(C(=O)OC)C=C1)OC)C1=CC(=CC=C1)Cl)C1=C(C=CC(=C1)Cl)F methyl 4-((2R,3S,4S,5S)-4-(aminomethyl)-3-(3-chlorophenyl)-4-(5-chloro-2-fluorophenyl)-5-neopentylpyrrolidine-2-carboxamido)-3-methoxybenzoate